BrC1=CC(=C(C=C1)C1=NC2=C(C=NC(=C2)SC(F)(F)F)N1C)SCC 2-(4-bromo-2-ethylsulfanyl-phenyl)-3-methyl-6-(trifluoromethylsulfanyl)imidazo[4,5-c]pyridine